P(=O)(O)(O)OC[C@@H]1[C@H]([C@@H]([C@H]([C@H](O)O1)O)O)O β-D-glucose 6-phosphate